5-((5-(6-(((1R,3S)-3-aminocyclopentyl)oxy)-2,3-difluorophenyl)-1H-pyrazol-3-yl)amino)pyrazine-2-carbonitrile N[C@@H]1C[C@@H](CC1)OC1=CC=C(C(=C1C1=CC(=NN1)NC=1N=CC(=NC1)C#N)F)F